O1COC2=C1C=CC(=C2)OC2=CC=C(C=C2)C2(C(NC(NC2=O)=O)=O)N2CCC1(CN(C1)CCO)CC2 5-[4-(1,3-benzodioxol-5-yloxy)phenyl]-5-[2-(2-hydroxyethyl)-2,7-diazaspiro[3.5]nonan-7-yl]hexahydropyrimidine-2,4,6-trione